O1COC2=C1C=CC(=C2)COC2=CC=CC(=N2)C=2CCN(CC2)C(=O)OC(C)(C)C tert-butyl 6-(benzo[d][1,3]dioxolan-5-ylmethoxy)-3',6'-dihydro-[2,4'-bipyridine]-1'(2'H)-carboxylate